FC1=CC(=CC=2NC(=NC21)NN)C(F)(F)F 4-fluoro-2-hydrazinyl-6-(trifluoromethyl)-1H-benzo[d]imidazole